C(#N)CN1C=C(C=C1C1=NC=CC=C1)C(=O)OC methyl 1-(cyanomethyl)-5-(pyridin-2-yl)-1H-pyrrole-3-carboxylate